CC1=NN(C(=C1)NC)C1=NC(=C(C(N1)=O)C)C (3-methyl-5-methylamino-1H-pyrazol-1-yl)-5,6-dimethyl-4(3H)pyrimidinone